2-((R)-3-(4-((R)-3-(4-Fluorophenyl)pyrrolidin-1-carbonyl)phenoxy)-2-hydroxypropyl)-2H-tetrazol-5-carbonitril FC1=CC=C(C=C1)[C@@H]1CN(CC1)C(=O)C1=CC=C(OC[C@@H](CN2N=C(N=N2)C#N)O)C=C1